FC=1C=C(C=NC1)[C@H](CNC(C[C@@H]1CN(CC1)C(C)=O)(C)C)O 1-((R)-3-(2-(((R)-2-(5-Fluoropyridin-3-yl)-2-hydroxyethyl)amino)-2-methylpropyl)pyrrolidin-1-yl)ethan-1-one